2-(benzyloxy)-1-naphthaldehyde C(C1=CC=CC=C1)OC1=C(C2=CC=CC=C2C=C1)C=O